2-mercaptoethanesulfonic acid, sodium salt [Na+].SCCS(=O)(=O)[O-]